CN(C/C=C/C(=O)N1C[C@@H](NC[C@H]1C)C)C (2S,5R)-4-[(2E)-4-(dimethylamino)but-2-enoyl]2,5-dimethylpiperazine